2-((R)-7-((R)-1-ethylpiperidin-3-yl)-6-methyl-6,7-dihydro-5H-pyrrolo[2,3-c]pyridazin-3-yl)-3-methyl-5-(trifluoromethyl)phenol C(C)N1C[C@@H](CCC1)N1[C@@H](CC2=C1N=NC(=C2)C2=C(C=C(C=C2C)C(F)(F)F)O)C